NC1=C2C(C(=C(OC2=CC=C1)C1=CC=CC=C1)O)=O monoaminohydroxyflavone